C1C(CC1O)C2=CC=CC=C2 (1S,3S)-3-phenylcyclobutan-1-ol